COC1=C(C=CC=C1)[C@H]1CCNC=2N1N=C(C2)C#N (R)-7-(2-methoxyphenyl)-4,5,6,7-tetrahydropyrazolo[1,5-a]pyrimidine-carbonitrile